CC1=C(C=CC=C1N1CCC(CC1)NC1COCC1)C1=CC=CC=C1 1-(2-methylbiphenyl-3-yl)-N-(tetrahydrofuran-3-yl)piperidin-4-amine